4-(1H-imidazol-1-yl)-N-(4-methyltetrahydro-2H-pyran-4-yl)picolinamide N1(C=NC=C1)C1=CC(=NC=C1)C(=O)NC1(CCOCC1)C